tert-butyl 8-(5-(5-(trifluoromethyl)-1,2,4-oxadiazol-3-yl)pyridin-2-yl)-3,8-diazabicyclo[3.2.1]octane-3-carboxylate FC(C1=NC(=NO1)C=1C=CC(=NC1)N1C2CN(CC1CC2)C(=O)OC(C)(C)C)(F)F